(S)-6-(1-amino-1,3-dihydrospiro[indene-2,4'-piperidin]-1'-yl)-3-(2,3-dichlorophenyl)-1H-pyrazolo[3,4-d]pyrimidine-4-carboxylic acid N[C@@H]1C2=CC=CC=C2CC12CCN(CC2)C2=NC(=C1C(=N2)NN=C1C1=C(C(=CC=C1)Cl)Cl)C(=O)O